CC=1C=C(C(=O)C2=CC(=C(C=C2)C)C)C=CC1C 3,3',4,4'-tetramethylbenzophenone